(E)-N-(1-benzylpiperidin-4-yl)-2-(4-(3-(4-chlorophenyl)acryloyl)phenoxy)acetamide C(C1=CC=CC=C1)N1CCC(CC1)NC(COC1=CC=C(C=C1)C(\C=C\C1=CC=C(C=C1)Cl)=O)=O